8-[(1R)-1-[(2-Chloro-6-methyl-3-pyridyl)amino]ethyl]-3,6-dimethyl-2-(3-pyridyl)chromen-4-one ClC1=NC(=CC=C1N[C@H](C)C=1C=C(C=C2C(C(=C(OC12)C=1C=NC=CC1)C)=O)C)C